FCCOC1=CC=C(C(=O)N2CCN(CC2)C(=O)OCC[C@@]2(CC\C=C/CCC2)O)C=C1 |r| rac-(R,Z)-2-(1-hydroxycyclooct-4-en-1-yl)ethyl 4-(4-(2-fluoroethoxy)benzoyl)piperazine-1-carboxylate